C1=NC(=CC=2C3=CC=CC=C3NC12)CNC1=NC=CC=2C3=CC=CC=C3NC12 N-[(beta-carbolin-3-yl)methyl]-beta-carbolin-1-amine